C[Si](CCOCN1N=NC2=C1C=C(C=C2)CO)(C)C (3-{[2-(trimethylsilyl)ethoxy]methyl}-1,2,3-benzotriazol-5-yl)methanol